The molecule is a trial that is glycerol substituted by a 3,4-dimethoxyphenyl group at position 1. It is a dimethoxybenzene and a triol. It derives from a glycerol. COC1=C(C=C(C=C1)C(C(CO)O)O)OC